(R)-2-(5-chloro-4-isobutyl-2-methoxyphenyl)-2-((R)-3-((5-(5,6,7,8-tetrahydro-1,8-naphthyridin-2-yl)pentyl)oxy)pyrrolidin-1-yl)acetic acid ClC=1C(=CC(=C(C1)[C@H](C(=O)O)N1C[C@@H](CC1)OCCCCCC1=NC=2NCCCC2C=C1)OC)CC(C)C